C(C)C(C1=CC=CC=C1)S(=O)(=O)N ethyl-toluenesulfonic acid amide